N1C=CC=C1C(=O)Cl Pyrrole-5-carbonyl chloride